(S)-2-methylpropane-2-Sulfinamide CC(C)(C)[S@](=O)N